C(=O)(O)CC(CC(N)C(=O)O)CC(NC)=O 2-[(carboxymethyl)[(methylcarbamoyl)methyl]ethyl]-glycine